(S)-N-(5-(2-Fluoroacetimidamido)-1-((3-methylbenzyl)amino)-1-oxopentan-2-yl)-4-methoxy-[1,1'-biphenyl]-3-carboxamide FCC(NCCC[C@@H](C(=O)NCC1=CC(=CC=C1)C)NC(=O)C=1C=C(C=CC1OC)C1=CC=CC=C1)=N